FC(C=1C(=C(C=CC1)[C@@H](C)NC=1C=2C(N=C(N1)C)=C(C(N(C2)C2(CC2)CF)=O)NC=2C=NN(C2)C)F)F (R)-4-((1-(3-(difluoromethyl)-2-fluorophenyl)ethyl)amino)-6-(1-(fluoromethyl)cyclopropyl)-2-Methyl-8-((1-methyl-1H-pyrazol-4-yl)amino)pyrido[4,3-d]pyrimidin-7(6H)-one